3-(4-(tert-Butyl)phenyl)-N-methylcyclobutan-1-amine, Trifluoroacetate Salt FC(C(=O)O)(F)F.C(C)(C)(C)C1=CC=C(C=C1)C1CC(C1)NC